(2R)-2-({5-chloro-4-[(3-isopropoxy-1H-pyrazol-5-yl)amino]Pyrimidin-2-yl}amino)-2-(4-fluorophenyl)ethanol ClC=1C(=NC(=NC1)N[C@@H](CO)C1=CC=C(C=C1)F)NC1=CC(=NN1)OC(C)C